5-(2-(((2-aminothiazol-5-yl)methyl)amino)-2-oxoacetyl)-6-chloro-N-(4-fluoro-3-methylphenyl)-2,3-dihydro-1H-pyrrolizine-7-carboxamide NC=1SC(=CN1)CNC(C(=O)C=1N2CCCC2=C(C1Cl)C(=O)NC1=CC(=C(C=C1)F)C)=O